ClC=1C(=C(C=CC1Cl)NC=1C2=C(N=CN1)C=CC(=N2)N2CC1(CCN1C(=O)OC(C)(C)C)C2)F Tert-butyl 6-(4-((3,4-dichloro-2-fluorophenyl)amino)pyrido[3,2-d]pyrimidin-6-yl)-1,6-diazaspiro[3.3]heptane-1-carboxylate